C(C)OC1=CC=C(C=C1)C1=CC=C(C=C1)OC 1-(4-ethoxyphenyl)-4-methoxybenzene